4-(2-amino-5-(4-(morpholinomethyl)phenyl)pyridin-3-yl)benzoate NC1=NC=C(C=C1C1=CC=C(C(=O)[O-])C=C1)C1=CC=C(C=C1)CN1CCOCC1